CC1=C(C=2C(=N[C@H](C=3N(C2S1)C(=NN3)C)CC(=O)OC)C3=CC=C(C=C3)B3OCCCCC(C(O3)(C)C)(C)C)C methyl {(6S)-2,3,9-trimethyl-4-[4-(4,4,5,5-tetramethyl-1,3,2-dioxaboronan-2-yl)phenyl]-6H-thieno[3,2-f][1,2,4]triazolo[4,3-a][1,4]diazepin-6-yl}acetate